tert-Butyl methyl{[1-(2-methylpropyl)-5-oxo-4,5-dihydro-1H-pyrazol-3-yl]methyl}carbamate CN(C(OC(C)(C)C)=O)CC1=NN(C(C1)=O)CC(C)C